3-chloro-2-(5-ethoxy-7-fluoro[1,2,4]triazolo[1,5-a]pyrimidin-2-ylsulphonamido)benzoic acid ClC=1C(=C(C(=O)O)C=CC1)NS(=O)(=O)C1=NN2C(N=C(C=C2F)OCC)=N1